N-(2-Bromo-4-methoxy-3-methylphenyl)cyclopropanecarboxamide BrC1=C(C=CC(=C1C)OC)NC(=O)C1CC1